n-octyl ether sulfate S(=O)(=O)(O)O.C(CCCCCCC)OCCCCCCCC